1-(3-(2-(4-(2-chloro-3,5-dimethoxy-phenyl)-8-(methylamino)-[1,2,4]triazolo[1',5':1,6]pyrido[2,3-d]pyrimidin-2-yl)ethoxy)piperidin-1-yl)prop-2-en-1-one ClC1=C(C=C(C=C1OC)OC)C1=CC=2C(=NC(=NC2)NC)N2C1=NC(=N2)CCOC2CN(CCC2)C(C=C)=O